(E)-2-phenyl-acetamide C1(=CC=CC=C1)CC(=O)N